1-(4-((3R,4S)-3-(2,3-dihydro-1H-inden-5-yl)-7-hydroxyisochroman-4-yl)phenyl)piperidine-4-carbaldehyde C1CCC2=CC(=CC=C12)[C@@H]1OCC2=CC(=CC=C2[C@@H]1C1=CC=C(C=C1)N1CCC(CC1)C=O)O